BrC=1C(=NC=CC1NC(OC(C)(C)C)=O)OC tert-Butyl N-(3-bromo-2-methoxypyridin-4-yl)carbamate